N-(2-((1r,3r,5r,7r)-adamantan-2-ylamino)ethyl)-1-(2,4-dichlorophenyl)-4-methyl-5-morpholino-1H-pyrazole-3-carboxamide C12C(C3CC(CC(C1)C3)C2)NCCNC(=O)C2=NN(C(=C2C)N2CCOCC2)C2=C(C=C(C=C2)Cl)Cl